1,2-dimethylethylene oxide CC1C(C)O1